FC(C(=O)O)(F)F.ClC=1C=C(OC2CCC(CC2)NC(=O)C2(N(CCNC2)C2CC3(CN(C3)C(=O)O)C2)C=2N=NC=CC2)C=CC1C#N 6-((((1r,4r)-4-(3-chloro-4-cyanophenoxy)cyclohexyl) carbamoyl)pyridazine-3-ylpiperazin-1-yl)-2-azaspiro[3.3]heptan-2-carboxylate trifluoroacetate